OCC(C(N)=N)(C)C hydroxy-2,2-dimethylpropanimidamide